1-(6-bromo-1,3-dioxo-1H-benzisoquinoline-2(3H)-yl)thiourea BrC=1C=C2CC(N(C(C2=C2C1C=CC=C2)=O)NC(=S)N)=O